FC1(CC(C1)NC1=C(C=C(C=C1)C=1C(=NOC1C)C)[N+](=O)[O-])F N-(3,3-Difluorocyclobutyl)-4-(3,5-Dimethylisoxazol-4-yl)-2-nitroaniline